C1CC12CCN(CC2)C=2C(=NC=C(N2)NC(CO)(C)C)C(=O)NC2=NC(=CC=C2)S(=O)(=O)N2CCCCC2 3-(6-azaspiro[2.5]oct-6-yl)-5-((2-hydroxy-1,1-dimethylethyl)amino)-N-(6-(1-piperidinylsulfonyl)-2-pyridinyl)-2-pyrazinecarboxamide